5-((1-(tert-butoxy)-2-methyl-1-oxoprop-2-yl)oxy)-2-fluoro-3-(5-methylthiazol-2-yl)benzoic acid methyl ester COC(C1=C(C(=CC(=C1)OC(C(=O)OC(C)(C)C)(C)C)C=1SC(=CN1)C)F)=O